3-fluoro-6-methylisonicotinic acid hydrazide FC1=C(C(=O)NN)C=C(N=C1)C